benzyl 2-[1-[3-[(2,6-dioxo-3-piperidyl)-methyl-amino]phenyl]-4-piperidyl]acetate O=C1NC(CCC1N(C=1C=C(C=CC1)N1CCC(CC1)CC(=O)OCC1=CC=CC=C1)C)=O